4-(6-(6-(2-(4-cyclopropylpyrimidin-5-yl)-4-fluorophenoxy)-1,2,4-triazin-5-yl)-2,6-diazaspiro[3.4]oct-2-yl)-5-methylhexanamide C1(CC1)C1=NC=NC=C1C1=C(OC2=C(N=CN=N2)N2CC3(CN(C3)C(CCC(=O)N)C(C)C)CC2)C=CC(=C1)F